2,2'-(oxybis(4,1-phenylene))bis(N-cyclopropyl-1H-indole-6-carboxamide) O(C1=CC=C(C=C1)C=1NC2=CC(=CC=C2C1)C(=O)NC1CC1)C1=CC=C(C=C1)C=1NC2=CC(=CC=C2C1)C(=O)NC1CC1